3-chloro-5-(3-(2-chloro-7-((S)-1-methoxyethyl)pyrazolo[1,5-a]pyrimidin-6-yl)ureido)-N-(2,2-difluorocyclopropyl)pyridineamide ClC=1C(=NC=C(C1)NC(=O)NC=1C=NC=2N(C1[C@H](C)OC)N=C(C2)Cl)C(=O)NC2C(C2)(F)F